CC1(CN(CCN1)C1=CC=C2C(=NN(C2=C1)C)C1C(NC(CC1)=O)=O)C 3-[6-(3,3-dimethylpiperazin-1-yl)-1-methyl-indazol-3-yl]piperidine-2,6-dione